CC1=C(OC=2C(=CC(N(C2)C)=O)C=2C3=C(C(N(C2)C)=O)NC(=C3)C3=CN=C(S3)C(C)C)C(=CC=C1)C 4-(5-(2,6-dimethylphenoxy)-1-methyl-2-oxo-1,2-dihydropyridin-4-yl)-2-(2-isopropylthiazol-5-yl)-6-methyl-1,6-dihydro-7H-pyrrolo[2,3-c]pyridin-7-one